(2R,4S,5R)-5-ethynyl-4-hydroxy-5-(hydroxymethyl)tetrahydrofuran C(#C)[C@]1([C@H](CCO1)O)CO